ClC1=C(OC2=NC=C(C(=C2)S(=O)(=O)NC)O)C(=CC(=C1)N1N=C(C(NC1=O)=O)C#N)Cl 2-(2,6-dichloro-4-(6-cyano-3,5-dioxo-4,5-dihydro-1,2,4-triazin-2(3H)-yl)phenoxy)-5-hydroxy-N-methylpyridine-4-sulfonamide